CC1=CN=C(S1)C=1C=CC(=C(C1)O)C1=CC2=C(N=N1)N(N=N2)C2CC(NC(C2)(C)C)(C)C 5-(5-methyl-1,3-thiazol-2-yl)-2-[3-(2,2,6,6-tetramethylpiperidin-4-yl)-3H-[1,2,3]triazolo[4,5-c]pyridazin-6-yl]phenol